BrC=1C(=NC(=NC1)C)N\C=N\O (E)-N-(5-bromo-2-methylpyrimidin-4-yl)-N'-hydroxyformamidine